5-(7-ethyl-7H-imidazo[4,5-c]pyridazin-4-yl)-2-fluorobenzene C(C)N1C=NC2=C1N=NC=C2C=2C=CC(=CC2)F